N1=C(C=CC=C1)C1=CC(=NC=C1)C(=O)NC=1C=C(C=C(C1)N1C=NC(=C1)C)CN1C[C@H](CCC1)NC(OC(C)(C)C)=O tert-butyl N-[(3S)-1-[(3-{[2,4'-bipyridine]-2'-amido}-5-(4-methyl-1H-imidazol-1-yl)phenyl)methyl]piperidin-3-yl]carbamate